COC=1C=C2C(=CC=NC2=CC1OC)OC1=CC=C(C=C1)C1=NN2C(N=C(C=C2C2=CC=CC=C2)C(=O)N)=C1 [4-(6,7-Dimethoxyquinolin-4-yloxy)phenyl]-7-phenylpyrazolo[1,5-a]pyrimidine-5-carboxamide